COC(CCC(N1C(C2=CC=CC(=C2C1)OCC1=CC=C(C=C1)CNC1CCOCC1)=O)C(N)=O)=O 4-carbamoyl-4-(1-oxo-4-{4-[(tetrahydro-pyran-4-ylamino)-methyl]-benzyloxy}-1,3-dihydro-isoindol-2-yl)-butyric acid methyl ester